(S)-(1-(2-(dimethylamino)ethyl)-1H-pyrazol-5-yl)(4-(4-fluorobenzo[d]thiazol-2-yl)-6,7-dihydro-1H-imidazo[4,5-c]pyridin-5(4H)-yl)methanone CN(CCN1N=CC=C1C(=O)N1[C@@H](C2=C(CC1)NC=N2)C=2SC1=C(N2)C(=CC=C1)F)C